FC1=CC(=CC(=C1)CCCC)F 1,3-difluoro-5-butylbenzene